tert-butyl (3S)-3-[methyl-[(2S)-3-methyl-2-[methyl-[1-[[(2S)-pyrrolidine-2-carbonyl]amino]cycloheptanecarbonyl]amino]butanoyl]amino]-4-oxo-4-(1-piperidyl)butanoate CN([C@@H](CC(=O)OC(C)(C)C)C(N1CCCCC1)=O)C([C@H](C(C)C)N(C(=O)C1(CCCCCC1)NC(=O)[C@H]1NCCC1)C)=O